ClC1=CC=C(C=N1)C(=O)OC 6-chloro-3-(methoxycarbonyl)pyridine